C1C(=O)NOO1 DIOXAZOLONE